N-((3S,4R)-4-((6-(2,6-dichloro-3,5-dimethoxyphenyl)-8-(((tetrahydrofuran-2-yl)methyl)amino)pyrido[3,4-d]pyrimidin-2-yl)amino)-1-(oxetan-3-yl)pyrrolidin-3-yl)acrylamide ClC1=C(C(=C(C=C1OC)OC)Cl)C1=CC2=C(N=C(N=C2)N[C@H]2[C@H](CN(C2)C2COC2)NC(C=C)=O)C(=N1)NCC1OCCC1